N-[(3R)-5-[(4-chlorophenyl)methyl]-8-fluoro-7-(5-morpholino-1,3,4-oxadiazol-2-yl)-4-oxo-2,3-dihydro-1,5-benzothiazepine-3-yl]Carbamic acid tert-butyl ester C(C)(C)(C)OC(N[C@H]1CSC2=C(N(C1=O)CC1=CC=C(C=C1)Cl)C=C(C(=C2)F)C=2OC(=NN2)N2CCOCC2)=O